CN1N=C(C2=CC=C(C=C12)[N+](=O)[O-])NCCC(=O)O 3-((1-methyl-6-nitro-1H-indazol-3-yl)amino)propanoic acid